CNC=1C=2C=CN=CC2C=CC1 n-methylisoquinolin-5-amine